(E)-5-(3-(5-methoxythiophen-2-yl)acryloyl)-4-methylthieno[2,3-b]pyridin-6(7H)-one COC1=CC=C(S1)/C=C/C(=O)C1=C(C2=C(NC1=O)SC=C2)C